(1S,9S)-1-((2-azaspiro[3.3]heptan-6-yl)amino)-9-ethyl-5-fluoro-9-hydroxy-4-methyl-1,2,3,9,12,15-hexahydro-10H,13H-benzo[de]pyrano[3',4':6,7]indolizino[1,2-b]quinoline-10,13-dione C1NCC12CC(C2)N[C@H]2CCC=1C=3C2=C2C(=NC3C=C(C1C)F)C1=CC3=C(C(N1C2)=O)COC([C@]3(O)CC)=O